C1=NC=C2N1C1=CC(=CC=C1N=C2)C(=O)N imidazo[1,5-a]quinoxaline-8-formamide